C[C@]12CC3(CC(C[C@@](C1)(C3)C)C2)NC(=O)NC2=CC=C(C=C2)\C=C/2\C(NC(S2)=O)=O 1-((1r,3R,5S,7r)-3,5-dimethyladamantan-1-yl)-3-(4-((Z)-(2,4-dioxothiazolidin-5-ylidene)methyl)phenyl)urea